1-[5-tert-butyl-2-p-tolyl-2H-pyrazol-3-yl]-3-[4-(3-(tetrahydropyran-2-yl-oxy)propan-1-yl)naphthalen-1-yl]-urea C(C)(C)(C)C=1C=C(N(N1)C1=CC=C(C=C1)C)NC(=O)NC1=CC=C(C2=CC=CC=C12)CCCOC1OCCCC1